4-(5-chloro-2-methyl-2H-indazol-7-yl)morpholine ClC1=CC2=CN(N=C2C(=C1)N1CCOCC1)C